NC(CC(=O)O)C=1SC=CC1 3-amino-3-(2-thienyl)-propionic acid